[6-(4-chlorophenoxy)hexyl]oxirane-2-carboxylate ClC1=CC=C(OCCCCCCOC(=O)C2OC2)C=C1